OCCCN1C(CN(C2=CC=CC=C12)C1=CC=C(C=C1)C(F)(F)F)CNC(C=C)=O N-((1-(3-hydroxypropyl)-4-(4-(trifluoromethyl)phenyl)-1,2,3,4-tetrahydroquinoxalin-2-yl)methyl)acrylamide